tert-butyl (3S)-3-{[2-(benzyloxy)-2-oxoethyl]carbamoyl}-3-{[(tert-butoxy)carbonyl]amino}propanoate C(C1=CC=CC=C1)OC(CNC(=O)[C@H](CC(=O)OC(C)(C)C)NC(=O)OC(C)(C)C)=O